FC(OC=1C=CC(=C(C1)N1C(C(C2=CC(=CC(=C12)F)C(=O)N[C@]1(CS(CC1)(=O)=O)C)(C)C)=O)F)F 1-[5-(difluoromethoxy)-2-fluoro-phenyl]-7-fluoro-3,3-dimethyl-N-[(3R)-3-methyl-1,1-dioxo-thiolan-3-yl]-2-oxo-indoline-5-carboxamide